3-amino-6-fluoro-7-(2,3,5-trifluorophenyl)thieno[3,2-b]pyridine-2-carboxylic acid methyl ester COC(=O)C1=C(C2=NC=C(C(=C2S1)C1=C(C(=CC(=C1)F)F)F)F)N